[N-](S(=O)(=O)C(F)(F)F)S(=O)(=O)C(F)(F)F.[N-](S(=O)(=O)C(F)(F)F)S(=O)(=O)C(F)(F)F.[Zn+2] Zinc Bis(Trifluoromethanesulfonimide)